C(=O)(O)CCC(C)NC=1C=C(C=C2C=CC=NC12)OC 8-(3-carboxy-1-methylpropylamino)-6-methoxyquinoline